ClC=1C=CC(=NC1)CC1(CCN(CC1)C(=O)OC(C)(C)C)OC tert-butyl 4-[(5-chloro-2-pyridyl)methyl]-4-methoxy-piperidine-1-carboxylate